CCCCCCCCCC=CCC(CC(=O)O)C(=O)O 2-dodecenylsuccinic acid